3-(7-Fluoroquinolin-3-yl)-9-(5,6,7,8-tetrahydro-1,8-naphthyridin-2-yl)nonanoic acid FC1=CC=C2C=C(C=NC2=C1)C(CC(=O)O)CCCCCCC1=NC=2NCCCC2C=C1